1-(3-fluoro-4-methylbenzoyl)-1,2,3,4-tetrahydro-5H-benzo[b]azepine FC=1C=C(C(=O)N2C3=C(CCCC2)C=CC=C3)C=CC1C